C(C)(C)(C)OC(=O)N1CCC(CC1)COC=1C=C2C(=CN(C2=CC1)C(=O)OC(C)(C)C)C(C)C tert-butyl 5-((1-(tert-butoxycarbonyl) piperidin-4-yl) methoxy)-3-isopropyl-1H-indole-1-carboxylate